CC(CO)(C(CCCC)O)O 2-methylheptane-1,2,3-triol